C(C1=CC=CC=C1)OC(NC[C@H](CO)O)=O (R)-(2,3-dihydroxypropyl)carbamic acid benzyl ester